FC1=C(C=CC=C1)C1=C2N=CN(C2=NC=N1)[C@H]1[C@@H]([C@@H]([C@H](O1)COCP(O)(O)=O)O)O [(2R,3S,4R,5R)-5-[6-(2-fluorophenyl)purin-9-yl]-3,4-dihydroxy-tetrahydrofuran-2-yl]methoxymethyl-phosphonic acid